3-(1,4-dimethyl-1H-benzo[d][1,2,3]triazol-5-yl)-3-(3-(((R)-2-ethyl-2,3,5,8,9,10-hexahydro-4H-indeno[5,4-f][1,4]oxazepin-4-yl)methyl)-4-methylphenyl)-2,2-dimethylpropionic acid CN1N=NC2=C1C=CC(=C2C)C(C(C(=O)O)(C)C)C2=CC(=C(C=C2)C)CN2C[C@H](OC1=C(C2)C=CC=2CCCC21)CC